Cl.N1(CCCC1)C=1C=CC(=C2CCNCC12)C1=CC=C(C=C1)C(F)(F)F 8-(pyrrolidin-1-yl)-5-(4-(trifluoromethyl)phenyl)-1,2,3,4-tetrahydroisoquinoline hydrochloride